BrC1=CC=C(C=C1)NC(=O)NN1C(NC(C1=O)(C(C)C)CC)=O (+)-1-(4-bromophenyl)-3-[4-ethyl-2,5-dioxo-4-(prop-2-yl)imidazolidin-1-yl]urea